3-(1H-IMIDAZOL-1-YL)PROPANOIC ACID N1(C=NC=C1)CCC(=O)O